3-methyl-5-(trifluoromethyl)-1H-pyrazol CC1=NNC(=C1)C(F)(F)F